3-(4-((3-fluorobenzyl)oxy)phenyl)acrylamide FC=1C=C(COC2=CC=C(C=C2)C=CC(=O)N)C=CC1